BrC=1C=C(C(=NC1)C=1N=NC(=CC1)Cl)O 5-bromo-2-(6-chloropyridazin-3-yl)pyridin-3-ol